N-(3-chlorophenyl)-[1,1':3',1''-terphenyl]-5-amine ClC=1C=C(C=CC1)NC=1C=CC=C(C1)C1=CC(=CC=C1)C1=CC=CC=C1